Cl.N[C@H](C(=O)O)[C@H](C)C1=C(C(=CC=C1F)C)C (2S,3R)-2-amino-3-(6-fluoro-2,3-dimethylphenyl)butanoic acid hydrochloride